C(C1=CC=CC=C1)N1N=CC(=C1)C(=O)N1CC2(CN(C2)C(=O)[C@@H]2C(C2)(C)C)C(C1)C1=NOC(=N1)C(C)N1N=C(C=C1C)C (1-benzyl-1H-pyrazol-4-yl)(8-(5-(1-(3,5-dimethyl-1H-pyrazol-1-yl)ethyl)-1,2,4-oxadiazol-3-yl)-2-((S)-2,2-dimethyl-cyclopropane-1-carbonyl)-2,6-diazaspiro[3.4]octan-6-yl)methanone